{4-[5-methyl-2-(4-trifluoromethyl-phenyl)-oxazol-4-ylmethoxy]-benzenesulfonyl}-2,3-dihydro-1H-indole-2-carboxylic acid CC1=C(N=C(O1)C1=CC=C(C=C1)C(F)(F)F)COC1=CC=C(C=C1)S(=O)(=O)N1C(CC2=CC=CC=C12)C(=O)O